ClC1=C(C=C(NCC(C(=O)OC(C)(C)C)=C)C=C1)C(F)(F)F tert-butyl 2-[[4-chloro-3-(trifluoromethyl)anilino]methyl]prop-2-enoate